(S)-2-(1-Acryloylpiperidin-2-yl)-1-amino-4-(4-((4-chloropyridin-2-yl)carbamoyl)phenyl)-1H-imidazol-5-carboxamid C(C=C)(=O)N1[C@@H](CCCC1)C=1N(C(=C(N1)C1=CC=C(C=C1)C(NC1=NC=CC(=C1)Cl)=O)C(=O)N)N